OP([O-])(=O)OP(=O)([O-])OP(=O)([O-])OP(=O)([O-])[O-].[Pt+5].COC(C1=NC(=NC=C1)C1=CC(=CC=C1)S(=O)(=O)C)OC 4-(dimethoxymethyl)-2-(3-methylsulfonylphenyl)pyrimidine platinum hydrogen tetraphosphate